ClC1=C(C=CC=C1)CC(=O)NC1=CC(=C(C=C1)N1N=CC(=C1)C(=O)N1CCCC1)S(N)(=O)=O 2-(2-Chlorophenyl)-N-{4-[4-(pyrrolidin-1-ylcarbonyl)-1H-pyrazol-1-yl]-3-sulfamoylphenyl}acetamide